3-(2-Acetamidoethyl)-1H-indol-5-yl trifluoromethanesulfonate FC(S(=O)(=O)OC=1C=C2C(=CNC2=CC1)CCNC(C)=O)(F)F